BrC(C#N)(CCC#N)CBr 2-bromo-2-bromomethyl-pentanedinitrile